ClC=1N=C(C2=C(N1)C(=NC(=N2)Cl)Cl)Cl 2,4,6,8-tetrachloropyrimido[5,4-d]pyrimidine